C1C(CC12CCNCC2)N2CC1=C(C=C(C=C1CC2)C(=O)OC)F methyl 2-(7-azaspiro[3.5]nonan-2-yl)-8-fluoro-3,4-dihydro-1H-isoquinoline-6-carboxylate